Br.BrCCCCCCNC1=NC(=NC(=C1)N)N 4-N-(6-Bromo-hexyl)-pyrimidin-2,4,6-triamin-Hydrobromid